ClC(C1=NC(=NO1)C=1C=CC(=NC1)CP(OCC)(=O)NC1=C(C=CC=C1)Cl)(F)F ethyl P-((5-(5-(chlorodifluoromethyl)-1,2,4-oxadiazol-3-yl)pyridin-2-yl)methyl)-N-(2-chlorophenyl)phosphonamidate